N1=C(C=CC=C1)NC1=NC=CC=N1 2-pyridylamino-pyrimidine